O=C1N(CCC(N1)=O)C1=CC=C(C=C1)N1CC(CC1)C=O 1-(4-(2,4-dioxotetrahydropyrimidin-1(2H)-yl)phenyl)pyrrolidine-3-carbaldehyde